2-amino-6-(2,3-dihydro-1,4-benzodioxin-6-yl)benzonitrile NC1=C(C#N)C(=CC=C1)C1=CC2=C(OCCO2)C=C1